FC(N1N=C(C=C1)C=1C(=CC(=NC1)NC1=NC(=NC=C1)C=1C=NN(C1)CC(C)(C)O)NC1CCC(CC1)(O)C)F (1s,4s)-4-((5-(1-(Difluoromethyl)-1H-pyrazol-3-yl)-2-((2-(1-(2-hydroxy-2-methylpropyl)-1H-pyrazol-4-yl)pyrimidin-4-yl)amino)pyridin-4-yl)amino)-1-methylcyclohexan-1-ol